4-chloro-1-(2,6-difluorophenyl)-3-methyl-1H-pyrazolo[3,4-b]pyridine-5-carboxylic acid ClC1=C2C(=NC=C1C(=O)O)N(N=C2C)C2=C(C=CC=C2F)F